(S)-2-amino-1-(3-hydroxy-2,6-dimethylphenyl)-5-methyl-6-((1-methylpyrrolidin-3-yl)methoxy)-1H-pyrrolo[2,3-b]pyridine-3-carboxamide NC1=C(C=2C(=NC(=C(C2)C)OC[C@@H]2CN(CC2)C)N1C1=C(C(=CC=C1C)O)C)C(=O)N